N-(4-(2-(((1r,4r)-4-(dimethylamino)cyclohexyl)amino)-8-isopropyl-7-oxo-7,8-dihydropyrido[2,3-d]pyrimidin-6-yl)-2-fluorophenyl)-3,3,3-trifluoropropane-1-sulfonamide CN(C1CCC(CC1)NC=1N=CC2=C(N1)N(C(C(=C2)C2=CC(=C(C=C2)NS(=O)(=O)CCC(F)(F)F)F)=O)C(C)C)C